COC1=C(C(=C(C(=O)[2H])C(=C1[2H])[2H])[2H])[2H] 4-methoxybenzaldehyde-d5